(E)-1,4-dichlorobut-2-ene ClC\C=C\CCl